C1=C(C=CC=2OC3=C(C21)C=CC=C3)C3=C(C(=NC(=C3N3C2=CC=C(C=C2C=2C=C(C=CC32)C3=CC=CC=C3)C3=CC=CC=C3)N3C2=C(C=1C=CC=CC31)C=NC=C2)N2C3=C(C=1C=CC=CC21)C=NC=C3)N3C2=C(C=1C=CC=CC31)C=NC=C2 5,5',5''-(4-(dibenzo[b,d]furan-2-yl)-5-(3,6-diphenyl-9H-carbazol-9-yl)pyridine-2,3,6-triyl)tris(5H-pyrido[4,3-b]indole)